ClC=1C=C(C=CC1Cl)C=1N=C(SC1SC(C)C)N1N=C(C(=C1C(=O)O)C1=CNC2=CC=CC=C12)C 1-(4-(3,4-dichlorophenyl)-5-(isopropylthio)thiazol-2-yl)-4-(1H-indol-3-yl)-3-methyl-1H-pyrazole-5-carboxylic acid